C1(CCCC1)C(=O)N1CC2CN(CC2C1)CC1=C(N=C2N1C=CC=C2)C2=CC=C(C=C2)C(C)C Cyclopentyl[5-{[2-(4-isopropylphenyl)imidazo[1,2-a]pyridin-3-yl]methyl}hexahydropyrrolo[3,4-c]pyrrol-2(1H)-yl]methanone